tris((1,1,1,3,3,3-hexafluoro-2-(trifluoromethyl)propan-2-yl)oxy)(vinyl)stannane FC(C(C(F)(F)F)(C(F)(F)F)O[Sn](C=C)(OC(C(F)(F)F)(C(F)(F)F)C(F)(F)F)OC(C(F)(F)F)(C(F)(F)F)C(F)(F)F)(F)F